tetramethyl-triazatrisilacyclohexane C[Si]1([SiH2][Si](NNN1)(C)C)C